ClC=1N=C(C=2OC[C@H]3COC[C@@H](N3C2N1)C)CCl (5S,8aR)-3-chloro-1-chloromethyl-5-methyl-5,6,8a,9-tetrahydro-8H-7,10-dioxa-2,4,4b-triazaphenanthrene